BrC1=CC=2C(C3=CC=CC=C3C2C(=C1)Br)=O 2,4-dibromo-9-fluorenone